C(C)OC(=O)C1=CC2=C(N=C(N2CC2(CC2)CF)CN2CCC(CC2)C2=CC=CC=3OC[C@@H](OC32)C3=C(C=C(C=C3)Cl)Cl)C=C1 |r| 3-[[1-(Fluoromethyl)cyclopropyl]methyl]-2-[[4-[rac-(3S)-3-(2,4-dichlorophenyl)-2,3-dihydro-1,4-Benzodioxin-5-yl]-1-piperidinyl]methyl]benzimidazole-5-carboxylic acid ethyl ester